1-(3-(tert-butyl)-1-phenyl-1H-pyrazol-5-yl)-3-(2-fluoro-3-((3-keto-3,4-dihydropyrido[2,3-b]pyrazin-8-yl)oxy)phenyl)urea C(C)(C)(C)C1=NN(C(=C1)NC(=O)NC1=C(C(=CC=C1)OC1=CC=NC=2NC(C=NC21)=O)F)C2=CC=CC=C2